C(C)C1=CC=C(N1C)C(=O)O 5-ethyl-1-methyl-1H-pyrrole-2-carboxylic acid